FC(C=1C(=C(C=CC1)C(C)NC=1C2=C(N=C(N1)C)NC(C(=C2)C2=CC=CC=C2)=O)F)F 4-((1-(3-(difluoromethyl)-2-fluorophenyl)ethyl)amino)-2-methyl-6-phenylpyrido[2,3-d]pyrimidin-7(8H)-one